CC=1C(=NC=CC1)CN1[C@H](CCCC1)C(=O)NC1=CC=C(C=C1)C1OCCC1 (2R)-1-[(3-methyl-2-pyridyl)methyl]-N-(4-tetrahydrofuran-2-ylphenyl)piperidine-2-carboxamide